[Ir+3].C1(=CC=CC=C1)N1CC=NC2=CC=CC=C12 (1-phenylquinoxaline) iridium (III)